BrC1=C(COC2=CC(=C3CC[C@@H]4[C@@H](OC([C@H]4CN(C)C)=O)C3=C2C)C)C=CC=C1 |&1:15| (3R/S,3aS,9bR)-8-(2-bromobenzyloxy)-3-dimethylaminomethyl-6,9-dimethyl-3a,4,5,9b-tetrahydronaphtho[1,2-b]furan-2(3H)-one